CC=1N=CC2=C(N1)N=C(C(=C2)C(=O)N)N2CCCC2 2-methyl-7-(pyrrolidin-1-yl)pyrido[2,3-d]pyrimidine-6-carboxamide